C(=O)=NC1=C2CNC(C2=CC=C1)=O 4-CARBONYLAMINOISOINDOLIN-1-ONE